divinylaniline C(=C)N(C1=CC=CC=C1)C=C